5-(4-(dimethylamino)phenyl)pyrazin-2-amine CN(C1=CC=C(C=C1)C=1N=CC(=NC1)N)C